2-(3-(1-(4-methyl-4H-1,2,4-triazol-3-yl)-3-methylenecyclobutyl)-phenyl)-6-(((1-methylcyclobutyl)amino)methyl)-4-(trifluoromethyl)isoindolin-1-one CN1C(=NN=C1)C1(CC(C1)=C)C=1C=C(C=CC1)N1C(C2=CC(=CC(=C2C1)C(F)(F)F)CNC1(CCC1)C)=O